FC(C1CC(C1)CN1C=CC2=CC(=CC=C12)NC(C=C)=O)(F)F N-(1-((3-(trifluoromethyl)cyclobutyl)methyl)-1H-indol-5-yl)acrylamide